2-(1-phenyl-2-propylpentyl)malononitrile C1(=CC=CC=C1)C(C(CCC)CCC)C(C#N)C#N